(Z)-1-acetyl-3-((5-tert-butyloxazol-4-yl)methylene)piperazine-2,5-dione C(C)(=O)N1C(/C(/NC(C1)=O)=C/C=1N=COC1C(C)(C)C)=O